N(C1=CC=CC=C1)C1=C2NC=NC2=NC=N1 6-ANILINOPURINE